2-Methoxy-N-(3-[1-[(4-methyl-4H-1,2,4-triazol-3-yl)sulfanyl]ethyl]phenyl)benzamide COC1=C(C(=O)NC2=CC(=CC=C2)C(C)SC2=NN=CN2C)C=CC=C1